3'-bromo-5'-cyclopropyl-2-(4-methyl-1,2,4-triazol-3-yl)-[1,1'-biphenyl]-4-carbonitrile BrC=1C=C(C=C(C1)C1CC1)C1=C(C=C(C=C1)C#N)C1=NN=CN1C